C(#N)OC1=CC=C(C=C1)C(C(C)(C)C)C1=CC=C(C=C1)OC#N 1,1-bis(4-cyanooxyphenyl)-2,2-dimethylpropane